CS(=O)(=O)C1=CC=C2C=NC(=NC2=C1)N[C@H]1CN(CC1)C(=O)C1=CC=C(C=C1)NC(C=C)=O (R)-N-(4-(3-((7-(methylsulfonyl)quinazolin-2-yl)amino)pyrrolidine-1-carbonyl)phenyl)acrylamide